methyl 3-(9-((4-(aminomethyl)-2-(dimethylcarbamoyl)-6-methylphenyl)carbamoyl)-4,5-dihydrobenzo[b]thieno[2,3-d]oxepin-8-yl)-6-(propylcarbamoyl)picolinate NCC1=CC(=C(C(=C1)C)NC(=O)C1=CC2=C(OCCC3=C2SC=C3)C=C1C=1C(=NC(=CC1)C(NCCC)=O)C(=O)OC)C(N(C)C)=O